methyl cyano-L-prolinate C(#N)N1[C@@H](CCC1)C(=O)OC